IMIDAZOPYRIMIDIN N1C=NC2=C1C=NC=N2